4-(4-(6-fluoro-1H-indol-3-yl)furan-2-yl)-4-oxobutyric acid FC1=CC=C2C(=CNC2=C1)C=1C=C(OC1)C(CCC(=O)O)=O